OC1=C(C=C(C=C1)C)/C(=C/C1=CC=NC=C1)/C1=CC=C(C=C1)C (E)-4-(2-(2-hydroxy-5-methylphenyl)-2-(4-methylphenyl)vinyl)pyridine